1-(6-{[4-(4-fluorophenyl)-1-methyl-1H-1,2,3-triazol-5-yl]methoxy}-1,3-dihydro-2H-pyrrolo[3,4-c]pyridin-2-yl)ethanone FC1=CC=C(C=C1)C=1N=NN(C1COC1=CC2=C(C=N1)CN(C2)C(C)=O)C